Cl.CN(C=1C=C2C=CC=NC2=CC1)C1CCNCC1 N-methyl-N-(piperidin-4-yl)quinolin-6-amine hydrochloride